(2R)-N-[(2S)-2-[(3-cyanophenyl)formamido]propyl]-2,4-dihydroxy-3,3-dimethyl-butanamide C(#N)C=1C=C(C=CC1)C(=O)N[C@H](CNC([C@@H](C(CO)(C)C)O)=O)C